2-(2-isopropoxyethoxy)ethan-1-amine C(C)(C)OCCOCCN